8-(benzyloxy)-6-formyl-3,4-dihydroisoquinoline-2(1H)-carboxylic acid tert-butyl ester C(C)(C)(C)OC(=O)N1CC2=C(C=C(C=C2CC1)C=O)OCC1=CC=CC=C1